2'-O-TBDMS-uridine [Si](C)(C)(C(C)(C)C)O[C@H]1[C@@H](O[C@@H]([C@H]1O)CO)N1C(=O)NC(=O)C=C1